(6-(piperidin-4-yl))picoline N1CCC(CC1)C1=CC=CC(=N1)C